2-[5-ethylsulfanyl-6-[8-(2,2,3,3,3-penta-fluoropropoxy)imidazo[1,5-a]pyrazin-3-yl]-3-pyridyl]-2-methyl-propanenitrile C(C)SC=1C=C(C=NC1C1=NC=C2N1C=CN=C2OCC(C(F)(F)F)(F)F)C(C#N)(C)C